7-((1R,2R,3R)-3-hydroxy-2-((1E,3S,4S)-3-hydroxy-4-methylnon-1-en-6-yn-1-yl)-5-oxocyclopentyl)heptanoic acid O[C@H]1[C@@H]([C@H](C(C1)=O)CCCCCCC(=O)O)\C=C\[C@H]([C@H](CC#CCC)C)O